C(CCCCCCC)OC(CCC(=O)OCCCCCN(CCCCCOC(CCC(OCCCCCCCC)OCCCCCCCC)=O)CCO)OCCCCCCCC ((2-hydroxyethyl)azanediyl)bis(pentane-5,1-diyl) bis(4,4-bis(octyloxy)butanoate)